C1(=CC=CC=C1)CCCOC(N[C@H](C(N[C@H](C=O)C[C@H]1C(NCC1)=O)=O)CC1=CC=CC=C1)=O ((S)-1-oxo-1-(((S)-1-oxo-3-((S)-2-oxopyrrolidin-3-yl)propan-2-yl)amino)-3-phenylpropan-2-yl)carbamic acid 3-phenylpropyl ester